3-HEXENYL PHENYLACETATE C1(=CC=CC=C1)CC(=O)OCCC=CCC